3-[3-(1,3-benzodioxol-5-yl)imidazo[1,2-b]pyridazin-6-yl]phenol O1COC2=C1C=CC(=C2)C2=CN=C1N2N=C(C=C1)C=1C=C(C=CC1)O